1-{[(2S)-oxetan-2-yl]methyl}-1H-1,3-benzodiazole-6-carboxamide O1[C@@H](CC1)CN1C=NC2=C1C=C(C=C2)C(=O)N